N(=[N+]=[N-])C1=C(C=C(C=C1)Cl)Cl 1-azido-2,4-dichlorobenzene